2-(Di-tert-butylphosphino)-3-methoxy-6-methyl-2',4',6'-tri-iso-propyl-1,1'-biphenyl C(C)(C)(C)P(C1=C(C(=CC=C1OC)C)C1=C(C=C(C=C1C(C)C)C(C)C)C(C)C)C(C)(C)C